3-bromo-5-cyanomethyl-2-(hydroxymethyl)benzonitrile BrC=1C(=C(C#N)C=C(C1)CC#N)CO